methyl (Z)-3-((7-bromo-3,3-diethyl-1,1-dioxido-5-phenyl-2,3,4,5-tetrahydro-1,5-benzothiazepin-8-yl)oxy)-2-fluoroacrylate BrC=1C(=CC2=C(N(CC(CS2(=O)=O)(CC)CC)C2=CC=CC=C2)C1)O\C=C(\C(=O)OC)/F